1,1,3,5,7,9,9-heptamethyl-1,3,5,7,9-pentaphenylpentasiloxane C[Si](O[Si](O[Si](O[Si](O[Si](C1=CC=CC=C1)(C)C)(C1=CC=CC=C1)C)(C1=CC=CC=C1)C)(C1=CC=CC=C1)C)(C1=CC=CC=C1)C